BrC1=CC=C2C(=C1F)OC[C@@H]([C@]21N=C2N(C=C(C=C2OC(F)F)C(F)(F)F)C1)F (2'S,3R)-7-bromo-8'-(difluoromethoxy)-3,8-difluoro-6'-(trifluoromethyl)-3'H-spiro[chroman-4,2'-imidazo[1,2-a]pyridine]